N1=NC=C2N1C=C(C=C2)C(=O)N triazolo[1,5-a]pyridine-6-carboxamide